(S)-1-(Toluene-4-sulfonyl)-pyrrolidine-2-carboxylic acid benzofuran-6-ylmethyl-(4-hydroxy-cyclohexyl)-amide O1C=CC2=C1C=C(C=C2)CN(C(=O)[C@H]2N(CCC2)S(=O)(=O)C2=CC=C(C)C=C2)C2CCC(CC2)O